3-(5-bromopyridazin-3-yl)oxetan-3-ol BrC=1C=C(N=NC1)C1(COC1)O